C(C1=CC=CC=C1)C1=CC(=NO1)C(=O)N[C@@H]1C=2N(C3=C(CC1)C=CC=C3)C=NN2 (S)-5-benzyl-N-(5,6-dihydro-4H-benzo[f][1,2,4]triazolo[4,3-a]azepin-4-yl)isoxazole-3-carboxamide